NC1=CC(=C(C=C1OC)N1CCC(CC1)N1CCN(CC1)CC1CCN(CC1)C=1C=C2C(N(C(C2=CC1F)=O)C1C(NC(CC1)=O)=O)=O)C=1C=NN(C1)C 5-(4-((4-(1-(4-Amino-5-methoxy-2-(1-methyl-1H-pyrazol-4-yl)phenyl)piperidine-4-yl)piperazin-1-yl)methyl)piperidin-1-yl)-2-(2,6-dioxopiperidin-3-yl)-6-fluoroisoindoline-1,3-Dione